SC1=NC(=CC(=N1)O)O 2-mercaptopyrimidine-4,6-diol